OC1=C(C=C(C=C1)C12CC3(CC(CC(C1)C3)(C2)C2=CC(=C(C=C2)O)C2=CC=CC=C2)C2=CC(=C(C=C2)O)C2=CC=CC=C2)C2=CC=CC=C2 1,3,5-Tris(4-hydroxy-3-phenylphenyl)adamantane